4-{(1R,3R)-3-[3-(2,4-difluorophenyl)-1,2,4-oxadiazol-5-yl]-2,2-dimethylcyclopropyl}benzenesulfonamide nickel-iron-manganese-zinc salt [Zn+2].[Mn+2].[Fe+2].[Ni+2].FC1=C(C=CC(=C1)F)C1=NOC(=N1)[C@H]1C([C@@H]1C1=CC=C(C=C1)S(=O)(=O)[NH-])(C)C.FC1=C(C=CC(=C1)F)C1=NOC(=N1)[C@H]1C([C@@H]1C1=CC=C(C=C1)S(=O)(=O)[NH-])(C)C.FC1=C(C=CC(=C1)F)C1=NOC(=N1)[C@H]1C([C@@H]1C1=CC=C(C=C1)S(=O)(=O)[NH-])(C)C.FC1=C(C=CC(=C1)F)C1=NOC(=N1)[C@H]1C([C@@H]1C1=CC=C(C=C1)S(=O)(=O)[NH-])(C)C.FC1=C(C=CC(=C1)F)C1=NOC(=N1)[C@H]1C([C@@H]1C1=CC=C(C=C1)S(=O)(=O)[NH-])(C)C.FC1=C(C=CC(=C1)F)C1=NOC(=N1)[C@H]1C([C@@H]1C1=CC=C(C=C1)S(=O)(=O)[NH-])(C)C.FC1=C(C=CC(=C1)F)C1=NOC(=N1)[C@H]1C([C@@H]1C1=CC=C(C=C1)S(=O)(=O)[NH-])(C)C.FC1=C(C=CC(=C1)F)C1=NOC(=N1)[C@H]1C([C@@H]1C1=CC=C(C=C1)S(=O)(=O)[NH-])(C)C